2-(3-trifluoromethylphenoxy)-6,7-dihydropyrrolo[1,2-a]thiazolo[5,4-d]pyrimidine-9(5H)-one FC(C=1C=C(OC=2SC=3N=C4N(C(C3N2)=O)CCC4)C=CC1)(F)F